C(CCCCCCCCCCCCC)(=O)O.C(CCCCCCCCCC(C)C)(=O)O isotridecanoic acid myristate